COCC1=NN(C=C1)CC1=CC=C(C=C1)CN1C(C=CC=C1)=O 3-(methoxymethyl)-1-({4-[(2-oxopyridin-1-yl)methyl]phenyl}methyl)pyrazol